(1s,4s,5r)-5-iodo-2-azabicyclo[2.2.1]heptane-2-carboxylic acid tert-butyl ester C(C)(C)(C)OC(=O)N1[C@@H]2C[C@H]([C@H](C1)C2)I